O=C1C=2N(C3C4(N1CCO4)CCC3)C=C(C(C2)=O)C(=O)N 8,10-dioxo-1,2,3,5,6,8,10,13a-octahydrocyclopenta[b][1,3]oxazolo[3,2-a]pyrido[1,2-d]pyrazine-11-carboxamide